Magnesium levulinat C(CCC(=O)C)(=O)[O-].[Mg+2].C(CCC(=O)C)(=O)[O-]